C1=CC=C(C=C1)C/C(=N/O)/SC[C@@H](C(=O)NCC(=O)[O-])NC(=O)CC[C@@H](C(=O)[O-])[NH3+] The molecule is an S-substituted glutathione(1-) obtained by deprotonation of the the two carboxy groups and protonation of the glutamyl amino group of (E)-1-(glutathion-S-yl)-2-phenylacetohydroximate. Major microspecies at pH 7.3. It is a conjugate base of a (Z)-1-(glutathione-S-yl)-2-phenylacetohydroximate.